4,5-dicyano-2-trifluoromethylimidazole C(#N)C=1N=C(NC1C#N)C(F)(F)F